FC(S(=O)(=O)C=1C=C(C=CC1)NC(CC1=NC=C2C=CC(=NC2=C1)C1=NC(=CC=C1)N1C[C@@H](O[C@@H](C1)C)C)=O)F N-(3-((difluoromethyl)sulfonyl)phenyl)-2-(2-(6-((cis)-2,6-dimethylmorpholino)pyridin-2-yl)-1,6-naphthyridin-7-yl)acetamide